OCC1C(CCCC1)(CO)CO tris(hydroxymethyl)cyclohexane